COC1=C(C(=O)O[C@H]2CS[C@@H]([C@H]2OC(=S)N2C=NC=C2)CO[Si](C2=CC=CC=C2)(C2=CC=CC=C2)C(C)(C)C)C=CC(=C1)OC (3R,4S,5R)-4-((1H-imidazole-1-carbonothioyl)oxy)-5-(((tert-butyldiphenylsilyl)oxy)methyl)tetrahydrothiophen-3-yl 2,4-dimethoxybenzoate